CC1=CC(=CC2=C1N=CS2)C(=O)N 4-methylbenzo[d]Thiazole-6-carboxamide